N,N'-Bis(2-hydroxyethyl)ethylendiamin OCCNCCNCCO